2-bromo-N-[(trans)-4-methoxycyclohexyl]quinoline-4-carboxamide BrC1=NC2=CC=CC=C2C(=C1)C(=O)N[C@@H]1CC[C@H](CC1)OC